Cl.FC1(CC(NCC1)C(=O)OC)F Methyl 4,4-difluoropiperidine-2-carboxylate hydrochloride